C[C@H]1[C@@H]([C@H]([C@H]([C@@H](O1)OC[C@@H]2[C@H]([C@@H]([C@H]([C@@H](O2)OC3=C([O+]=C4C=C(C=C(C4=C3)O[C@H]5[C@@H]([C@H]([C@@H]([C@H](O5)CO)O)O)O)O)C6=CC(=C(C=C6)O)O)O)O)O)O)O)O The molecule is an anthocyanin cation that is cyanidin in which the hydroxyl hydrogens at positions 3 and 5 are replaced by rutinosyl and glucosyl residues respectively. It is a rutinoside, an anthocyanin cation, a disaccharide derivative and a 5-hydroxyanthocyanin O-beta-D-glucoside. It derives from a cyanidin cation. It is a conjugate acid of a cyanidin 3-O-rutinoside 5-O-beta-D-glucoside betaine.